C=C1CC2CC(CC2C1)C(=O)OC methyl 5-methylene-2,3,3a,4,6,6a-hexahydro-1H-pentalene-2-carboxylate